[C-]#N.C[NH+]1CCC(CC1)CC 1-methyl-4-ethylpiperidinium cyanide